2-((1-phenylpropan-2-yl)amino)acetonitrile C1(=CC=CC=C1)CC(C)NCC#N